1H-pyrrolo[2,3-c]pyridine-2-carboxylic acid ethyl ester C(C)OC(=O)C1=CC=2C(=CN=CC2)N1